C1(CCC\C=C/CCCCCCCCCC1)=O (5Z)-cyclohexadec-5-en-1-one